6-chloro-2-((4-cyano-2-fluorobenzyl)oxy)nicotinonitrile ClC1=NC(=C(C#N)C=C1)OCC1=C(C=C(C=C1)C#N)F